N-(3-(((tert-butyldimethylsilyl)oxy)methyl)-2-oxopyrrolidin-3-yl)-2-methyl-6-(o-tolyloxy)indolizine-3-carboxamide [Si](C)(C)(C(C)(C)C)OCC1(C(NCC1)=O)NC(=O)C1=C(C=C2C=CC(=CN12)OC1=C(C=CC=C1)C)C